C12(CC3CC(CC(C1)C3)C2)CC(C(NC2=CC=C3C(=C2)NC(C32CCOCC2)=O)=O)NC(=O)C=2N(N=CC2)C N-{1-(1-adamantylmethyl)-2-oxo-2-[(2-oxospiro[indoline-3,4'-tetrahydropyran]-6-yl)-amino]ethyl}-2-methylpyrazole-3-carboxamide